tert-Butyl-(5S)-2-{[3-fluoro-2-(trifluoromethyl)pyridin-4-yl]methyl}-3-oxo-2,3,5,6,7,8-hexahydro[1,2,4]triazolo[4,3-a]pyridine-5-carboxylate C(C)(C)(C)OC(=O)[C@@H]1CCCC=2N1C(N(N2)CC2=C(C(=NC=C2)C(F)(F)F)F)=O